C(N)(OC(C=1C=C2C(N(CC2=CC1)C1C(NC(CC1)=O)=O)=O)C1CN(C1)C(N(C)C)=O)=O 1-(dimethylcarbamoyl)azetidin-3-yl((2-(2,6-dioxopiperidin-3-yl)-3-oxoisoindolin-5-yl)methyl) carbamate